N1=C(C=CC=C1)CN1CCC(CC1)NC(=O)C=1C=NN2C1C=C(C=C2)C2=CNC1=NC=CC=C12 N-(1-(Pyridin-2-ylmethyl)piperidin-4-yl)-5-(1H-pyrrolo[2,3-b]pyridin-3-yl)pyrazolo[1,5-a]pyridine-3-carboxamide